2-(4-(4-Hydroxy-3-isopropylbenzyl)-3,5-dimethylphenoxy)-2-methylpropanoic acid OC1=C(C=C(CC2=C(C=C(OC(C(=O)O)(C)C)C=C2C)C)C=C1)C(C)C